(1S,2R,5R)-2-(((1,3-Dimethyl-1H-indazol-5-yl)methyl)amino)-5-((2-methoxybenzyl)amino)cyclohexan-1-ol CN1N=C(C2=CC(=CC=C12)CN[C@H]1[C@H](C[C@@H](CC1)NCC1=C(C=CC=C1)OC)O)C